OC1C(CC12CCN(CC2)C(=O)C2COCC2)C2N1C(C=3C=CC=CC23)=CN=C1 [3-Hydroxy-2-(5H-imidazo[1,5-b]isoindol-5-yl)-7-azaspiro[3.5]nonan-7-yl]-tetrahydrofuran-3-yl-methanon